C(C1=CC=CC=C1)OC1=C(C(=O)NC=2C(=NC=CC2)C)C=C(C(=C1)OCC1=CC=CC=C1)C(C)C 2,4-bis(benzyloxy)-5-isopropyl-N-(2-methylpyridin-3-yl)benzamide